6-phenyl-6-(4-butoxyphenyl)-9,9-dimethyl-1-hydroxy-15-bromo-11-trifluoromethyl-6H,9H-indeno[2',3':2,1]phenanthro[4,3-b]pyran C1(=CC=CC=C1)C1(C=CC2=C(O1)C=1C=3C=CC=C(C3C(=CC1C1=C2C(C=2C=C(C=CC21)C(F)(F)F)(C)C)Br)O)C2=CC=C(C=C2)OCCCC